CC1N(CCN(C1)C1CO1)C=1C=CC(=NC1)N 5-(2-methyl-4-(oxiran-3-yl)piperazin-1-yl)pyridin-2-amine